C1(=CC=CC2=CC=CC=C12)C1=NNC2=CC=CC=C12 3-(naphthalen-1-yl)-1H-indazole